(S)-2-((1-(3-benzhydryl-1-methyl-1,2,4-triazol-5-yl)ethyl)carbamoyl)-4-methoxypyridin-3-yl isobutyrate C(C(C)C)(=O)OC=1C(=NC=CC1OC)C(N[C@@H](C)C1=NC(=NN1C)C(C1=CC=CC=C1)C1=CC=CC=C1)=O